3-amino-N-[(3R)-7-[(5R,9R)-9-amino-1-oxa-7-azaspiro[4.4]nonan-7-yl]-3,4-dihydro-2H-1-benzopyran-3-yl]-6-methylthieno[2,3-b]pyridine-2-carboxamide NC1=C(SC2=NC(=CC=C21)C)C(=O)N[C@H]2COC1=C(C2)C=CC(=C1)N1C[C@]2(CCCO2)[C@@H](C1)N